4-((1s,4s)-7-azabicyclo[2.2.1]Heptane-7-yl)aniline 3,7-Dimethyloctan-3-yl-4-hydroxybenzoat CC(CC)(CCCC(C)C)OC(C1=CC=C(C=C1)O)=O.C12CCC(CC1)N2C2=CC=C(N)C=C2